FC(C(=O)O)(F)F.O1C(CC2C1CNC2)C(=O)N hexahydro-2H-furo[2,3-c]pyrrole-2-carboxamide trifluoroacetate